NC=1C(=NN(C1C(=O)OCC)C1=CC=C(C=C1)CNC(C1=C(C=CC(=C1)F)OC)=O)C(C(F)(F)F)C ethyl 4-amino-1-(4-((5-fluoro-2-methoxybenzamido)methyl)phenyl)-3-(1,1,1-trifluoropropan-2-yl)-1H-pyrazole-5-carboxylate